2-(5-(4-(2,6-dichlorophenyl)-3,4-dihydro-1H-benzo[4,5]imidazo[2,1-c][1,4]oxazin-7-yl)pyrimidin-2-yl)propan-2-ol ClC1=C(C(=CC=C1)Cl)C1N2C(COC1)=NC1=C2C=C(C=C1)C=1C=NC(=NC1)C(C)(C)O